CC1=C(OCC2=NC=CC=N2)C=CC(=C1)[N+](=O)[O-] 2-((2-methyl-4-nitrophenoxy)methyl)pyrimidine